COC(C(=O)O)CC1=CN(C2=CC=CC=C12)C 2-methoxy-3-(1-methyl-1H-indol-3-yl)propionic acid